C(CCCCCCC)OC1=CC=C(C=C1)C1=C(C=CC=C1)B(C1=CC=CC=C1)C1=CC=CC=C1 (p-octyl-oxyphenyl)triphenylboron